C(C)(C)(C)OC[C@H](C(=O)NCC1=CC(=C(C=C1)Cl)Cl)N1C([C@H]2N(C(CC1)CCC1=CC=CC=C1)C[C@@H](C2)NC(OC(C)(C)C)=O)=O tert-butyl ((8R,9aS)-2-((R)-3-(tert-butoxy)-1-((3,4-dichlorobenzyl)amino)-1-oxopropan-2-yl)-1-oxo-5-phenethyloctahydro-1H-pyrrolo[1,2-a][1,4]diazepin-8-yl)carbamate